(R)-4-((1,1-Dimethylethyl)sulfonamido)-N-(6-(2-methylmorpholino)pyridin-2-yl)-2-(6-azaspiro[2.5]octan-6-yl)benzamide CC(C)(C)S(=O)(=O)NC1=CC(=C(C(=O)NC2=NC(=CC=C2)N2C[C@H](OCC2)C)C=C1)N1CCC2(CC2)CC1